5-(trifluoromethyl)-1H-pyrazole-4-carboxylic acid 2,2,2-trifluoroethyl ester FC(COC(=O)C=1C=NNC1C(F)(F)F)(F)F